BrCC=1C=C(C(=NC1)NC1C(NC(CC1)=O)=O)F 3-((5-(bromomethyl)-3-fluoropyridin-2-yl)amino)piperidine-2,6-dione